3-[2-(4-fluorophenyl)-5-hydroxy-1H-indol-3-yl]-N-[(3S)-2-oxopyrrolidin-3-yl]propionamide FC1=CC=C(C=C1)C=1NC2=CC=C(C=C2C1CCC(=O)N[C@@H]1C(NCC1)=O)O